NC=1C(OC2=CC=CC=C2C1C(F)(F)F)=O amino-4-trifluoromethylcoumarin